FC=1C(=C(C=CC1)C1NCCC1)C 2-(3-fluoro-2-methylphenyl)pyrrolidine